C(CC)OC(C=C)=O Propyl-acrylat